N1(CCNCC1)C(CC)N(CC)N1CCNCC1 1-piperazinyl-propyl-piperazinyl-ethylamine